5-n-butyl-1,3-dimethylbarbituric acid C(CCC)C1C(N(C(N(C1=O)C)=O)C)=O